ClC=1C=C(C=C(C1)Cl)C1=CC=2C(C3=CC=CC=C3OC2C=C1)(C)C 2-(3,5-Dichlorophenyl)-9,9-dimethyl-9H-xanthene